P(=O)(O)(O)O[C@H]1[C@H]([C@@H](O[C@@H]1CO)N1C=NC=2C(N)=NC=NC12)OCC#C.FC1=C(C=CC=C1)\C=C\COCOC (E)-1-fluoro-2-(3-(methoxymethoxy)prop-1-enyl)benzene 2'-O-propargyladenosine-3'-phosphate